ClC=1C=C2C[C@@H](CC2=CC1)NC1=NC=C(C=N1)C(=O)O (R)-2-((5-chloro-2,3-dihydro-1H-inden-2-yl)amino)pyrimidine-5-carboxylic acid